7-fluoro-1H-pyrrolo[3,2-c]pyridin-3-amine hydrochloride Cl.FC=1C2=C(C=NC1)C(=CN2)N